C(C=1C(C(=O)O)=CC(C(=O)O)=CC1)(=O)O.C(#N)C(C)C=1N=C(NC1)C 1-cyanoethyl-2-methylimidazole trimellitate salt